(4aS,9aR)-7-(difluoromethoxy)-6-fluoro-2,3,4,4a,9,9a-hexahydroindeno[2,1-b][1,4]oxazine FC(OC1=CC=2C[C@H]3OCCN[C@H]3C2C=C1F)F